N-chloroacetyllysine ClCC(=O)N[C@@H](CCCCN)C(=O)O